8-methoxy-1,2,3,4-tetrahydro-2,6-naphthyridine COC=1C=NC=C2CCNCC12